[N+](=O)([O-])C=1C(=NC=2CCCCC2C1)C#N 3-Nitro-5,6,7,8-tetrahydroquinoline-2-carbonitrile